(3,4-Dimethoxyphenyl)methane-d2 COC=1C=C(C=CC1OC)C([2H])[2H]